C(C)(C)(C)OC(=O)N1C(CCC(=CC1)C1=C(C(=CC=2CCOC21)NC2=NC(=CC(=N2)C)NC)C)O[Si](C)(C)C(C)(C)C tert-butyl-2-[tert-butyl(dimethyl)silyl]oxy-5-[6-methyl-5-[[4-methyl-6-(methylamino)-pyrimidin-2-yl]amino]-2,3-dihydrobenzofuran-7-yl]-2,3,4,7-tetrahydroazepine-1-carboxylate